[Si](C)(C)(C(C)(C)C)OCC1=CC=C(C=C1)N1C2CN(CC1CC2)C=2C=CC(=NC2)N 5-[8-[4-[[tert-butyl(dimethyl)silyl]oxymethyl]phenyl]-3,8-diazabicyclo[3.2.1]octan-3-yl]pyridin-2-amine